C[C@@H]1[C@H]([C@@H](CC(O1)O)O)O 2,6-dideoxy-D-arabinopyranose